FC1=C(CN(S(=O)(=O)C=2SC=CC2)C#CC=2C(=C(C(=O)[O-])C=CC2)N2C=CC=C2)C=CC=C1.[Li+] Lithium 3-((N-(2-fluorobenzyl)thiophen-2-sulfonamido)ethynyl)-2-(1H-pyrrol-1-yl)benzoate